(S)-6-(1-amino-1,3-dihydrospiro[indene-2,4'-piperidin]-1'-yl)-3-(8-fluoro-2H-chromen-4-yl)-1,5-dihydro-4H-pyrazolo[3,4-d]pyrimidin-4-one N[C@@H]1C2=CC=CC=C2CC12CCN(CC2)C=2NC(C1=C(N2)NN=C1C1=CCOC2=C(C=CC=C12)F)=O